2-(2-(cyclopropanesulfonamido)pyrimidin-4-yl)-N-(5-(6-ethoxypyrazin-2-yl)-3-fluoropyridin-2-yl)-2-methylpropanamide C1(CC1)S(=O)(=O)NC1=NC=CC(=N1)C(C(=O)NC1=NC=C(C=C1F)C1=NC(=CN=C1)OCC)(C)C